1-(3-chloro-2-pyridyl)-5-(trifluoromethyl)pyrazole-4-carboxamide ClC=1C(=NC=CC1)N1N=CC(=C1C(F)(F)F)C(=O)N